CS(=O)(=O)C1CC2CCC(C1)N2C(=O)C2=CC=1C(C3=CC=CC=C3C(C1C=C2)=O)=O 2-(3-(methyl-sulfonyl)-8-azabicyclo[3.2.1]octane-8-carbonyl)anthracene-9,10-dione